3,6-dibromo-2-ethyl-pyridine BrC=1C(=NC(=CC1)Br)CC